C(C=C)(=O)N1C[C@@H](N(CC1)C=1C2=C(N(C(N1)=O)C1=C(C=CC=C1S(=O)(=O)C)C(C)C)N=C(C(=C2)F)C2=NC=CC=C2N)C (S)-4-(4-acryloyl-2-methylpiperazin-1-yl)-7-(3-aminopyridin-2-yl)-6-fluoro-1-(2-isopropyl-6-(methylsulfonyl)phenyl)pyridino[2,3-d]pyrimidin-2(1H)-one